[(3R)-3-amino-4,4-difluoropiperidin-1-yl][(1R,2R)-2-(2',6'-difluoro[1,1'-biphenyl]-2-yl)cyclopropyl]methanone trifluoroacetate FC(C(=O)O)(F)F.N[C@@H]1CN(CCC1(F)F)C(=O)[C@H]1[C@@H](C1)C1=C(C=CC=C1)C1=C(C=CC=C1F)F